C(#C)C=1C(=CC=C2C=C(C=C(C12)C=1C(=C2C(=C(N=C(C2=CN1)N1CC2CCC(C1)N2C(=O)OC(C)(C)C)C)I)F)OCOC)F tert-butyl 3-[6-[8-ethynyl-7-fluoro-3-(methoxymethoxy)-1-naphthyl]-5-fluoro-4-iodo-3-methyl-2,7-naphthyridin-1-yl]-3,8-diazabicyclo[3.2.1]octane-8-carboxylate